[C@H](C)(CC)[C@@H]1N(CC2=C(NC1=O)C=CC=C2)C(=O)NCCN2C(NCC2)=O (S)-3-((S)-sec-butyl)-2-oxo-N-(2-(2-oxoimidazolin-1-yl)ethyl)-1,2,3,5-tetrahydro-4H-benzo[e][1,4]diazepine-4-carboxamide